(2S)-4-(2-chloro-6-((1-(methoxycarbonyl)-1,2,3,4-tetrahydronaphthalen-1-yl)methyl)-5-nitropyrimidin-4-yl)-2-(cyanomethyl)piperazine ClC1=NC(=C(C(=N1)N1C[C@@H](NCC1)CC#N)[N+](=O)[O-])CC1(CCCC2=CC=CC=C12)C(=O)OC